N[C@H]1[C@@H]([C@@H]([C@H](C1)O)O)O (1S,2R,3S,4R)-4-amino-1,2,3-cyclopentanetriol